(3,3-dimethylbutan-2-yl)amino-4-((3,3-dimethylbutan-2-yl)amino)quinazoline-8-carbonitrile CC(C(C)NC1=NC2=C(C=CC=C2C(=N1)NC(C)C(C)(C)C)C#N)(C)C